(S)-1-(2-((S)-3-([1,1'-biphenyl]-3-yloxy)pyrrolidin-1-yl)acetyl)pyrrolidine-2-carbonitrile C1(=CC(=CC=C1)O[C@@H]1CN(CC1)CC(=O)N1[C@@H](CCC1)C#N)C1=CC=CC=C1